C(#N)N1[C@H]2[C@@H](C[C@@H]1CC2)NC(=O)C2CCN(CC2)C2=NC(=CC=C2)C2(CC2)C#N N-((1R,2R,4S)-7-cyano-7-azabicyclo[2.2.1]heptan-2-yl)-1-(6-(1-cyanocyclopropyl)-2-pyridinyl)-4-piperidinecarboxamide